N12CCN(C(CC1)CC2)C(=O)N2N=C(C1=C2COCC1)C=1C=NC(=C(C1)Cl)OC (1,4-diazabicyclo[3.2.2]nonan-4-yl)(3-(5-chloro-6-methoxypyridin-3-yl)-4,7-dihydropyrano[3,4-c]pyrazol-1(5H)-yl)-methanone